racemic-tert-butyl N-(2,3-dimethyl-4,5,6,7-tetrahydrobenzothiophen-6-yl)-N-methyl-carbamate CC=1SC2=C(C1C)CC[C@H](C2)N(C(OC(C)(C)C)=O)C |r|